C(C)(C)C=1C(=NNC1C=1C=C(C=2N(C1)N=CN2)C)C=2N=CC1=C(N2)CCNC1 2-(4-isopropyl-5-(8-methyl-[1,2,4]triazolo[1,5-a]pyridin-6-yl)-1H-pyrazol-3-yl)-5,6,7,8-tetrahydropyrido[4,3-d]pyrimidine